ClC=1C=CC(=NC1)C1(OC2=C(O1)C=CC=C2C2CCN(CC2)CC2=NC1=C(N2C[C@H]2OCC2)C=C(C=C1OC([2H])([2H])[2H])C(=O)O)C (4-(2-(5-chloropyridin-2-yl)-2-methylbenzo[d][1,3]dioxol-4-yl)piperidin-1-yl)methyl-4-(methoxy-d3)-1-(((S)-oxetan-2-yl)methyl)-1H-benzo[d]imidazole-6-carboxylic acid